C(C)S(=O)(=O)C=1C=CC(=NC1C1=NC2=C(C=NC(=C2)C(F)(F)F)N1C)C(=O)NC 5-(Ethylsulfonyl)-N-methyl-6-[3-methyl-6-(trifluoromethyl)-3H-imidazo[4,5-c]pyridin-2-yl]pyridine-2-carboxamide